(1-(2-((1r,4r)-4-(2-Chloro-5-methylphenoxy)cyclohexyl)ethyl)-1,4,5,6-tetrahydrocyclopenta[c]pyrazol-3-yl)(4-fluoro-4-(hydroxymethyl)piperidin-1-yl)methanon ClC1=C(OC2CCC(CC2)CCN2N=C(C3=C2CCC3)C(=O)N3CCC(CC3)(CO)F)C=C(C=C1)C